CC1=C(C=NC=2OCCNC21)C=2C=C1C=C(N=CC1=C(C2)N)N 6-(8-methyl-2,3-dihydro-1H-pyrido[2,3-b][1,4]oxazine-7-yl)isoquinoline-3,8-diamine